4-cyclobutyl-4-(pyridin-2-yldisulfanyl)butanoic acid 2,5-dioxopyrrolidin-1-yl ester O=C1N(C(CC1)=O)OC(CCC(SSC1=NC=CC=C1)C1CCC1)=O